N-(2-chloropyrimidin-5-yl)-3-((1-methyl-1H-pyrazol-4-yl)methoxy)-1,7-naphthyridin-8-amine ClC1=NC=C(C=N1)NC=1N=CC=C2C=C(C=NC12)OCC=1C=NN(C1)C